O1CCN(CC1)CCNC=C1C(CC(CC1=O)C1=CC=C(C(=O)O)C=C1)=O 4-(4-(((2-morpholinoethyl)amino)methylene)-3,5-dioxocyclohexyl)benzoic acid